2-{4-[(4-methyl-3-pyridyl)[6-(trifluoromethyl)-3-pyridyl]amino]-1-piperidyl}-5-pyrimidinecarbonitrile CC1=C(C=NC=C1)N(C1CCN(CC1)C1=NC=C(C=N1)C#N)C=1C=NC(=CC1)C(F)(F)F